C(C)(C)(C)C1=CC=C(C=N1)NC(C1=CN=CC(=C1)N1C=CC=2C1=NC=C(C2)C(=O)N2CCC(CC2)(F)F)=O N-(6-(tert-butyl)pyridin-3-yl)-5-(5-(4,4-difluoropiperidine-1-carbonyl)-1H-pyrrolo[2,3-b]pyridin-1-yl)nicotinamide